3-((phenylthio)carbonyl)pyridin-1-ium C1(=CC=CC=C1)SC(=O)C=1C=[NH+]C=CC1